ClC=1N=CC=2C3=C(C(=NC2C1F)O[C@@H](C)[C@H]1N(CCC1)C)C=C(N3C3C1CN(C3C1)C(=O)[O-])C 5-(7-chloro-6-fluoro-2-methyl-4-((S)-1-((S)-1-methylpyrrolidin-2-yl)ethoxy)-1H-pyrrolo[3,2-c][1,6]naphthyridin-1-yl)-2-azabicyclo[2.1.1]hexane-2-carboxylate